BrC1=NC=CC(=C1)C1C=C(CCO1)C=1N=C(C=2N(C(C(=C(N2)C)C)=O)C1)C1=C(C=C(C=C1)Cl)F 7-[6-(2-bromo-4-pyridyl)-3,6-dihydro-2H-pyran-4-yl]-9-(4-chloro-2-fluoro-phenyl)-2,3-dimethyl-pyrazino[1,2-a]pyrimidin-4-one